3-((2-((2-((1-benzylpiperidin-4-yl)amino)benzo[d]thiazol-6-yl)amino)-6-methylquinazolin-4-yl)amino)propan-1-ol C(C1=CC=CC=C1)N1CCC(CC1)NC=1SC2=C(N1)C=CC(=C2)NC2=NC1=CC=C(C=C1C(=N2)NCCCO)C